CC1=C(C=C(C=C1)NC(=O)N1CC(CC1)OC(F)(F)F)B(O)O (2-methyl-5-(3-(trifluoromethoxy)pyrrolidine-1-carboxamido)phenyl)boronic acid